4-(4-(((R)-4-([4,4'-bipiperidin]-1-ylmethyl)-4'-chloro-4-methyl-3,4,5,6-tetrahydro-[1,1'-biphenyl]-2-yl)methyl)piperazin-1-yl)benzamide hydrochloride Cl.N1(CCC(CC1)C1CCNCC1)C[C@]1(CC(=C(CC1)C1=CC=C(C=C1)Cl)CN1CCN(CC1)C1=CC=C(C(=O)N)C=C1)C